6-bromo-3-(bromomethyl)-1-methyl-1H-indazole BrC1=CC=C2C(=NN(C2=C1)C)CBr